1,2,2-dioxazinan O1NCCCC1